5-(Benzyloxy)-1-((3-bromophenyl)sulfonyl)-1H-indole C(C1=CC=CC=C1)OC=1C=C2C=CN(C2=CC1)S(=O)(=O)C1=CC(=CC=C1)Br